FC([C@H]1CN(CCN1CC(C)C)CC1=CC=2N(C=C1)N=CC2N2C(NC(CC2)=O)=O)F (R)-1-(5-((3-(difluoromethyl)-4-isobutylpiperazin-1-yl)methyl)pyrazolo[1,5-a]pyridin-3-yl)dihydropyrimidine-2,4(1H,3H)-dione